ClC=1C=C2C(=C3C4(NC(NC13)=O)CCCCC4)OC(=C2)C(=O)N2CC(CC2)N(C)C 5'-chloro-2'-[3-(dimethylamino)pyrrolidine-1-carbonyl]-7',8'-dihydro-6'H-spiro[cyclohexane-1,9'-furo[2,3-f]quinazoline]-7'-one